1-(3-(3-hydroxypropyl)-1-methyl-1H-indol-2-yl)naphthalen-2-ol OCCCC1=C(N(C2=CC=CC=C12)C)C1=C(C=CC2=CC=CC=C12)O